C(CC(C)C)OC(C(O)CC(=O)OCCC(C)C)=O.OC1=CC=C(C=C1)C(C)(C)C1=C(C=C(C=C1)O)O 2-(4-hydroxyphenyl)-2-(2,4-dihydroxyphenyl)propane Diisoamyl-malate